1-(2-hydroxy-3,5-bis(trifluoromethyl)phenyl)-3-(2-hydroxyethyl)imidazolidine-2-one OC1=C(C=C(C=C1C(F)(F)F)C(F)(F)F)N1C(N(CC1)CCO)=O